(R)-1-(3-(3-aminopyrrolidin-1-yl)phenyl)-N-(4-(4-(4,4-difluoropiperidin-1-yl)-7H-pyrrolo[2,3-d]pyrimidin-6-yl)phenyl)cyclopropane-1-carboxamide N[C@H]1CN(CC1)C=1C=C(C=CC1)C1(CC1)C(=O)NC1=CC=C(C=C1)C1=CC2=C(N=CN=C2N2CCC(CC2)(F)F)N1